(1R,3R,4R)-2-((3-chlorophenyl)-L-leucyl)-N-((R)-1-cyano-2-((R)-2-oxopyrrolidin-3-yl)ethyl)-5,5-difluoro-2-azabicyclo[2.2.2]octane-3-carboxamide ClC=1C=C(C=CC1)N[C@@H](CC(C)C)C(=O)N1[C@H]2CC([C@@H]([C@@H]1C(=O)N[C@H](C[C@@H]1C(NCC1)=O)C#N)CC2)(F)F